[(3R,3'R)-3'-hydroxy-1,4-dihydro-1'H,2H-spiro[isoquinoline-3,4'-piperidin]-1'-yl](7-methoxy-6-methylimidazo[1,2-a]pyrimidin-2-yl)methanone O[C@@H]1CN(CC[C@@]12NCC1=CC=CC=C1C2)C(=O)C=2N=C1N(C=C(C(=N1)OC)C)C2